N-(5-fluoropyridin-2-yl)-2-{2-[(2-methoxyethyl)amino]-5,8-dioxo-6-(propan-2-yl)-5,6,7,8-tetrahydro-4H-pyrazolo[1,5-a]pyrrolo[3,4-d]pyrimidin-4-yl}acetamide FC=1C=CC(=NC1)NC(CN1C=2N(C(C3=C1C(N(C3)C(C)C)=O)=O)N=C(C2)NCCOC)=O